(S)-ethyl 3-(1-amino-7-cyano-1,3-dihydrospiro[indene-2,4'-piperidin]-1'-yl)-6-(2,3-dichlorophenyl)-5-methylpyrazine-2-carboxylate N[C@@H]1C2=C(C=CC=C2CC12CCN(CC2)C=2C(=NC(=C(N2)C)C2=C(C(=CC=C2)Cl)Cl)C(=O)OCC)C#N